2-[(1R)-5-{5-chloro-2-[(oxan-4-yl)amino]pyrimidin-4-yl}-1-methyl-3-oxo-2,3-dihydro-1H-isoindol-2-yl]-N-[(1S)-1-[6-(4-methylpiperazin-1-yl)pyridin-2-yl]ethyl]acetamide ClC=1C(=NC(=NC1)NC1CCOCC1)C=1C=C2C(N([C@@H](C2=CC1)C)CC(=O)N[C@@H](C)C1=NC(=CC=C1)N1CCN(CC1)C)=O